benzyl (4-amino-3-hydroxycyclohexyl)carbamate NC1C(CC(CC1)NC(OCC1=CC=CC=C1)=O)O